methyl ((R)-2-((3-chloro-4-cyanobenzyl) oxy)-3-(octadecyloxy)propyl) hydrogen phosphate P(=O)(OC)(OC[C@@H](COCCCCCCCCCCCCCCCCCC)OCC1=CC(=C(C=C1)C#N)Cl)O